O1COC2=C1C=CC(=C2)CNC(=S)N2CCN(CC2)C=2C1=C(N=CN2)C2=C(O1)C=CC=C2 N-(1,3-benzodioxol-5-ylmethyl)-4-benzofuro[3,2-D]pyrimidin-4-yl-1-piperazinothiocarboxamide